C(=O)O.NCCNC(CNC(C1=C(C=C(C=C1)NC=1C=2N(C=CN1)C(=CN2)C=2C(=NN(C2)CC(F)F)C(F)(F)F)Cl)=O)=O N-[2-(2-aminoethylamino)-2-oxoethyl]-2-chloro-4-[[3-[1-(2,2-difluoroethyl)-3-(trifluoromethyl)pyrazol-4-yl]imidazo[1,2-a]pyrazin-8-yl]amino]benzamide formate